S(N)(OC[C@@H]1OC2(O[C@H]1C1=C(C=CC=C1)N)CCCC2)(=O)=O ((2S,3S)-3-(2-aminophenyl)-1,4-dioxaspiro[4.4]nonan-2-yl)methyl sulfamate